ClC1=NC(=NC(=N1)C1=NC(=CC=C1)Cl)NC(C)C 4-chloro-6-(6-chloropyridin-2-yl)-N-isopropyl-1,3,5-triazin-2-amine